(pyrazin-2-yl)-1H-pyrrole N1=C(C=NC=C1)N1C=CC=C1